C(=C)(C)O[SiH2]OC(=C)C diisopropenyloxysilane